C(CCCCCC)(=O)P(O)(O)=O Heptanoylphosphonic Acid